C(C)(CC)N sec.butylamine